C(C)(C)(C)OC(=O)N1CCC(CC1)C=1N=CC=C2C1N(C(=C2)CO)CC2CC2.C(C)SC2=NN=C(S2)NC(C2=C(C=CC=C2)C(F)(F)F)=O N-(5-(ethylsulfanyl)-1,3,4-thiadiazol-2-yl)-2-(trifluoromethyl)benzamide tert-Butyl-4-(1-(cyclopropylmethyl)-2-(hydroxymethyl)-1H-pyrrolo[2,3-c]pyridin-7-yl)piperidine-1-carboxylate